CC1=C(C=CC=C1C=1OC2=C(N1)C=C(C1=C2C(CO1)=O)CN1C(CCCC1)C(=O)O)C1=CC=CC=C1 1-((2-(2-methyl-[1,1'-biphenyl]-3-yl)-8-oxo-7,8-dihydrobenzofuro[5,4-d]oxazol-5-yl)methyl)piperidine-2-carboxylic acid